1-(10-(9-phenyl-1,10-phenanthrolin-2-yl)anthracen-9-yl)ethanone benzyl-(1-(tert-butyl)-3-((2R,4R)-4-((tert-butyldimethylsilyl)oxy)tetrahydrofuran-2-yl)-1H-pyrazol-5-yl)carbamate C(C1=CC=CC=C1)N(C(O)=O)C1=CC(=NN1C(C)(C)C)[C@@H]1OC[C@@H](C1)O[Si](C)(C)C(C)(C)C.C1(=CC=CC=C1)C=1C=CC2=CC=C3C=CC(=NC3=C2N1)C1=C2C=CC=CC2=C(C2=CC=CC=C12)C(C)=O